ClC=1C=C2CCC[C@]3(C2=CC1)CN(C1=C(OC3)C=CC(=C1)C(=O)OC)C[C@H]1[C@@H](CC1)\C=C/C=O (S)-METHYL 6'-CHLORO-5-(((1R,2S)-2-((Z)-3-OXOPROP-1-EN-1-YL)CYCLOBUTYL)METHYL)-3',4,4',5-TETRAHYDRO-2H,2'H-SPIRO[BENZO[B][1,4]OXAZEPINE-3,1'-NAPHTHALENE]-7-CARBOXYLATE